C(C)(C)(C)OC(=O)N1C[C@H](CC1)NC=1C=C2C=CC=NC2=C(C1)C (S)-3-((8-methylquinolin-6-yl)amino)pyrrolidine-1-carboxylic acid tert-butyl ester